1,N1,N6,N6-tetraphenylpyrene-1,6-diamine C1(=CC=CC=C1)C1(CC=C2C=CC=3C(=CC=C4C=CC1=C2C34)N(C3=CC=CC=C3)C3=CC=CC=C3)NC3=CC=CC=C3